1-(tert-butyl)-9,10-bis(n-propylcarbonyloxy)anthracene C(C)(C)(C)C1=CC=CC2=C(C3=CC=CC=C3C(=C12)OC(=O)CCC)OC(=O)CCC